ethylidenebis(melamine) C(C)(NC1=NC(=NC(=N1)N)N)NC1=NC(=NC(=N1)N)N